(methyl-(phenyl)amino)-[1,2,4]triazolo[4,3-a]quinazolin-8-ol CN(C1=CC=CC=C1)C1=NN=C2N1C1=CC(=CC=C1C=N2)O